5-fluoro-1-methyl-1,2-dihydropyrimidin FC=1C=NCN(C1)C